4-Biphenylaldehyde C1(=CC=C(C=C1)C=O)C1=CC=CC=C1